FC=1C(=C(C(=C2C(=C(C(=C(C12)F)[B-](C1=C(C2=C(C(=C(C(=C2C(=C1F)F)F)F)F)F)F)(C1=C(C2=C(C(=C(C(=C2C(=C1F)F)F)F)F)F)F)C1=C(C2=C(C(=C(C(=C2C(=C1F)F)F)F)F)F)F)F)F)F)F)F.C[NH+](C1=CC=CC=C1)C N,N-dimethylanilinium tetrakis(heptafluoronaphthalen-2-yl)borate